BrC=1C=C(C=C(C1)F)/C(=C/C(=O)Cl)/C (E)-3-(3-bromo-5-fluorophenyl)but-2-enoyl chloride